lithium (2-Methoxyethyl)cyclopentadiene COCCC1=CC=CC1.[Li]